(2S,4S)-2-methyl-N-((S)-tetrahydrofuran-3-yl)piperidin-4-amine C[C@@H]1NCC[C@@H](C1)N[C@@H]1COCC1